FC1(C(CN(CC1)C(=O)OCC1=CC=CC=C1)C1=CNC(C(=C1)C=O)=O)F benzyl 4,4-difluoro-3-(5-formyl-6-oxo-1,6-dihydropyridin-3-yl)piperidine-1-carboxylate